C(C)(C)(C)OC(=O)N1CC2(C1)CCN(CC2)C2=NC=NC1=CC=C(C=C21)B2OC(C(O2)(C)C)(C)C 7-(6-(tetramethyl-1,3,2-dioxaborolan-2-yl)quinazolin-4-yl)-2,7-diazaspiro[3.5]nonane-2-carboxylic acid tert-butyl ester